CC1=CC=C(N=N1)CNC1=NC=NC2=C(C=C(C=C12)C1=NC=C(C=N1)C)O 4-(((6-methylpyridazin-3-yl)methyl)amino)-6-(5-methylpyrimidin-2-yl)quinazolin-8-ol